C1(=CC=CC=C1)C=1C=CC(=C(C1C1=CC=CC=C1)C1=CC=CC=C1)C1=CC=CC=C1 (3,4,5,6-tetraphenyl)benzene